FC=1C=C(CCO)C=CC1F 3,4-difluorophenethyl alcohol